5-((3-Chlorophenyl)amino)benzo[c][2,7]naphthyridine-8-carboxylic acid ClC=1C=C(C=CC1)NC1=NC2=C(C3=CC=NC=C13)C=CC(=C2)C(=O)O